C(C=C)(=O)N1CC(C1)OC1(CCOCC1)C1=CC=C(C=C1)[C@H](C)NC=1N=CC2=C(N1)N(C(C=C2)=O)C(C)C 2-{[(1S)-1-(4-{4-[(1-acryloylazetidin-3-yl)oxy]tetrahydro-2H-pyran-4-yl}phenyl)ethyl]amino}-8-(propan-2-yl)pyrido[2,3-d]pyrimidin-7(8H)-one